COC(=O)C=1N(C=CN1)C1(CN(C1)C(=O)OC(C)(C)C)C[N+](=O)[O-].C(C)OCC1(CN(CC1)CC1=CC=C(C=C1)NC(C)=O)CCC1=CSC=C1 N-(4-((3-(ethoxymethyl)-3-(2-(thiophen-3-yl)ethyl)pyrrolidin-1-yl)methyl)phenyl)acetamide methyl-1-(1-(tert-butoxycarbonyl)-3-(nitromethyl)azetidin-3-yl)-1H-imidazole-2-carboxylate